4-(2-(4,6-di(2-pyridyl)-1,3,5-triazinyl)phenyl)-3,6-di-tert-butylcarbazole N1=C(C=CC=C1)C1=NC(=NC(=N1)C1=NC=CC=C1)C1=C(C=CC=C1)C1=C(C=CC=2NC3=CC=C(C=C3C12)C(C)(C)C)C(C)(C)C